ClC1=CC=C(C=C1)C1=CC=2C(=C(N=NC2CC2CNCCC2)C(=O)N)S1 2-(4-chlorophenyl)-4-(3-piperidinylmethyl)-thieno[2,3-d]pyridazine-7-carboxamide